cis-3-aminocyclohexylcarboxylic acid N[C@H]1C[C@H](CCC1)C(=O)O